Cyclopentylcytosine triphosphate C1CC23C4(C15N6C7=C8C(=NC6=O)OP(=O)(O8)ON7OP(=O)(O5)O4)OP(=O)(O2)O3